dec-1-yl-5-pyrimidinemethanamine C(CCCCCCCCC)C1=NC=C(C=N1)CN